C(C1=CC=CC=C1)OCC1C(C1F)CO[Si](C(C)C)(C(C)C)C(C)C (trans-(2-((benzyloxy)methyl)-3-fluorocyclopropyl)methoxy)triisopropylsilane